[Pd].ClC1(CCCCC1)P(C1CCCCC1)C1CCCCC1 chloro(tricyclohexylphosphine) palladium